4-amino-N-(1-((2-chlorophenyl)(hydroxy)methyl)-6-methylisoquinolin-5-yl)thieno[3,2-d]pyrimidine-7-carboxamide NC=1C2=C(N=CN1)C(=CS2)C(=O)NC2=C1C=CN=C(C1=CC=C2C)C(O)C2=C(C=CC=C2)Cl